OC[C@H]1NC([C@@H]2C(C([C@H]12)(C)C)(C)C)=O (1S,4S,5R)-4-(hydroxymethyl)-6,6,7,7-tetramethyl-3-azabicyclo[3.2.0]heptan-2-one